OCCOC1=C(C=CC(=C1)N)N 2-(β-hydroxyethyloxy)-para-phenylenediamine